FC1(CCN(CC1)C1=CC=C(C=C1)NC(C1=CC(=C(C(=C1)C=O)O)F)=O)F N-(4-(4,4-difluoropiperidin-1-yl)phenyl)-3-fluoro-5-formyl-4-hydroxybenzamide